FC1=CC=C(CN(C(=O)C=2C=C(N3CCCCC23)C2=CC3=C(OCO3)C=C2C(=O)N2CC3=CC=CC=C3C[C@H]2CN2CCOCC2)C2=CC=C(C=C2)O)C=C1 (S)-N-(4-fluorobenzyl)-N-(4-hydroxyphenyl)-3-(6-(3-(morpholinomethyl)-1,2,3,4-tetrahydroisoquinoline-2-carbonyl)benzo[d][1,3]dioxol-5-yl)-5,6,7,8-tetrahydroindolizine-1-carboxamide